benzyl 6-(acetamidomethyl)-4-phenylisoindoline-2-carboxylate C(C)(=O)NCC1=CC(=C2CN(CC2=C1)C(=O)OCC1=CC=CC=C1)C1=CC=CC=C1